FC=1C=C(C=CC1)C1=CN=C(C(=N1)C(=O)NCC(=O)O)O (6-(3-fluorophenyl)-3-hydroxypyrazine-2-carbonyl)glycine